2-(5-Fluoro-2-((5-(2-methyl-2,7-diazaspiro[3.5]nonan-7-yl)pyridin-2-yl)amino)pyrimidin-4-yl)-7-isopropyl-3,5-dimethylthieno[3,2-c]pyridin-4(5H)-one FC=1C(=NC(=NC1)NC1=NC=C(C=C1)N1CCC2(CN(C2)C)CC1)C1=C(C=2C(N(C=C(C2S1)C(C)C)C)=O)C